OC1CCC(CC1)C1=CN=CS1 5-((1s,4s)-4-hydroxycyclohexyl)thiazol